[(1-Methylethyl)benzene] iron (II) tetrafluoroborate F[B-](F)(F)F.[Fe+2].CC(C)C1=CC=CC=C1.F[B-](F)(F)F